5-cyclopropyl-N-(3-(1-methyl-1H-1,2,4-triazol-3-yl)phenyl)pyrazolo[1,5-a]pyrimidine-3-carboxamide C1(CC1)C1=NC=2N(C=C1)N=CC2C(=O)NC2=CC(=CC=C2)C2=NN(C=N2)C